Benzyl (S)-6-(((benzyloxy)carbonyl)amino)-2-((dimethylamino)methylene)-3-oxoazepane-1-carboxylate C(C1=CC=CC=C1)OC(=O)N[C@H]1CCC(C(N(C1)C(=O)OCC1=CC=CC=C1)=CN(C)C)=O